tert-Butyl-N-([{4-(thiomorpholine-4-sulfonyl)phenyl}carbamoyl]methyl)carbamate C(C)(C)(C)OC(NCC(NC1=CC=C(C=C1)S(=O)(=O)N1CCSCC1)=O)=O